CN1C=NC2=C1C=C(C=C2)COC2=CC=CC(=N2)C=2CCN(CC2)C(=O)OC(C)(C)C tert-butyl 6-(1-methyl-1H-benzo[d]imidazol-6-ylmethoxy)-3',6'-dihydro-[2,4'-bipyridine]-1'(2'H)-carboxylate